4-[(6Ar,10aR)-1-hydroxy-6,6,9-trimethyl-6a,7,8,10a-tetrahydrobenzo[c]chromen-3-yl]butyl nitrate [N+](=O)(OCCCCC1=CC(=C2[C@H]3[C@H](C(OC2=C1)(C)C)CCC(=C3)C)O)[O-]